FC1=C(OCCN(C)CCOC2=C(C=CC(=C2)F)F)C=C(C=C1)F 2-(2,5-difluorophenoxy)-N-(2-(2,5-difluorophenoxy)ethyl)-N-methylethan-1-amine